FC(COC1=NC=CC=C1OC[C@@H]1CC12CCN(CC2)C(=O)OC(C)(C)C)(F)F tert-Butyl (1R)-1-(([2-(2,2,2-trifluoroethoxy)pyridin-3-yl]oxy)methyl)-6-azaspiro[2.5]octane-6-carboxylate